C1(CCCCC1)P(C1=C(C=CC=C1)OC1=C(C=CC=C1)P(C1CCCCC1)C1CCCCC1)C1CCCCC1 bis[2-(dicyclohexylphosphino) phenyl] ether